N=1C(=CN2C1C=CC=C2)C(=O)O imidazo[1,2-A]pyridinecarboxylic acid